Cl.ClC=1C=C(OC(CC)(C=2SC=CC2)N(C)C)C=CC1Cl (3,4-Dichlorophenoxy)-1-(thiophen-2-yl)-N,N-dimethylpropylamine hydrochloride